CS(=O)(=O)C1=CC=C(C=C1)C=C (methylsulfonyl)-4-vinylbenzene